O=C1C2=CC=CC=C2SC=2C=CC(=CC12)CC(=O)O 9-Oxo-9H-thioxanthene-2-acetic acid